C(C)(C)(C)OC(=O)N1[C@@H]2[C@H](C(C1)(F)F)N(CC2)C[C@H](C(C(=O)OCC=C)(C)C)O.C(C)OC(=O)\N=C\CONC=O |o1:18| (E)-N-[(ethoxycarbonyl)imino]ethoxyformamide (cis)-tert-Butyl-4-((S*)-4-(allyloxy)-2-hydroxy-3,3-dimethyl-4-oxobutyl)-3,3-difluorohexahydropyrrolo[3,2-b]pyrrole-1(2H)-carboxylate